C1(=CC=CC=C1)S(=O)(=O)O Phenylsulfonic Acid